Methyl (S)-4-(4-(4-((2-methoxy-12-oxo-6a,7,8,9,10,12-hexahydrobenzo[e]pyrido[1,2-a][1,4]diazepin-3-yl)oxy)butanamido)-1-methyl-1H-pyrrole-2-carboxamido)benzoate COC1=CC2=C(N=C[C@H]3N(C2=O)CCCC3)C=C1OCCCC(=O)NC=1C=C(N(C1)C)C(=O)NC1=CC=C(C(=O)OC)C=C1